Cyclopropane-1,2-dicarboxylic acid chloromethyl tert-butyl ester C(C)(C)(C)OC(=O)C1C(C1)C(=O)OCCl